C1(=CC=CC=C1)OC(=O)C=1C(=CC=2N(C1)C=C(N2)C21COC(CC2)(CC1)C)OC1CCC1.C1CCC(C)OS1(=O)=O 4-pentanesultone phenyl-7-cyclobutoxy-2-(1-methyl-2-oxabicyclo[2.2.2]octan-4-yl)imidazo[1,2-a]pyridine-6-carboxylate